C(CS(=O)(=O)OC)S(=O)(=O)OC dimethyl 1,2-ethanedisulfonate